ethoxypurine CCOC1=NC=C2C(=N1)N=CN2